C1=NC=CC=2NC=3C=C(C=CC3C21)C=2C=CC(=NC2)OCCOCCOCCOCCOCCNC2=C1CN(C(C1=CC=C2)=O)C2C(NC(CC2)=O)=O 3-(4-((14-((5-(5H-pyrido[4,3-b]indol-7-yl)pyridin-2-yl)oxy)-3,6,9,12-tetraoxatetradecyl)amino)-1-oxoisoindolin-2-yl)piperidine-2,6-dione